1-(5-bromo-1-methyl-1H-pyrazol-4-yl)-N,N-dimethylmethylamine BrC1=C(C=NN1C)CN(C)C